tert-butyl ((2S)-4-(dimethylamino)-3-hydroxy-4-oxo-1-((S)-2-oxopyrrolidin-3-yl)butan-2-yl)carbamate CN(C(C([C@H](C[C@H]1C(NCC1)=O)NC(OC(C)(C)C)=O)O)=O)C